Tert-butyl-(1-((2-(((4-(3,5-dimethoxystyryl) phenoxy) carbonyl) oxy) ethyl) amino)-3-methyl-1-oxobutan-2-yl) carbamate C(N)(OC(C(=O)NCCOC(=O)OC1=CC=C(C=C1)C=CC1=CC(=CC(=C1)OC)OC)C(CC(C)(C)C)C)=O